methyl (1R,2S,5S)-3-((S)-2-amino-3-hydroxy-3-methylbutanoyl)-6,6-dimethyl-3-azabicyclo[3.1.0]hexane-2-carboxylate N[C@H](C(=O)N1[C@@H]([C@H]2C([C@H]2C1)(C)C)C(=O)OC)C(C)(C)O